(S)-1-[(R)-2-(diphenylphosphino)ferrocenyl]ethyl-di-tert-butylphosphine C1(=CC=CC=C1)P(C=1[C-](C=CC1)[C@H](C)P(C(C)(C)C)C(C)(C)C)C1=CC=CC=C1.[CH-]1C=CC=C1.[Fe+2]